C1[C@@H]([C@H](OC1OP(=O)(O)O)CO)O The molecule is a 2-deoxyribose 1-phosphate with D-ribofuranose as the sugar. An intermediate in the metabolism of pyrimidine. It has a role as a fundamental metabolite. It derives from a D-ribofuranose. It is a conjugate acid of a 2-deoxy-D-ribofuranose 1-phosphate(2-).